ClC1=CC(=C(C=N1)C(C)O)NC1CCCC1 1-(6-chloro-4-(cyclopentylamino)pyridin-3-yl)ethanol